ClC1=C(C=CC=C1)C1C(C(OC1)=O)O (+)-4-(2-Chlorophenyl)-3-hydroxydihydrofuran-2(3H)-one